tetradecyl-dimethyl-aminoacetic acid C(CCCCCCCCCCCCC)NC(C(=O)O)(C)C